octanyl chloride C(CCCCCCC)Cl